4-[5-(2-Oxopyrrolidin-1-yl)-1,3-Benzooxazol-2-yl]piperidine-1-carboxylic acid tert-butyl ester C(C)(C)(C)OC(=O)N1CCC(CC1)C=1OC2=C(N1)C=C(C=C2)N2C(CCC2)=O